rac-5-[4-Amino-2-(N-(2-amino-1-methyl-2-oxoethyl)-4-fluoroanilino)thiazol-5-carbonyl]-N-(4-pyridyl)isoxazol-3-carboxamid NC=1N=C(SC1C(=O)C1=CC(=NO1)C(=O)NC1=CC=NC=C1)N(C1=CC=C(C=C1)F)[C@@H](C(=O)N)C |r|